(4-(3,6-diphenyl-9H-carbazol-9-yl)-butyl)phosphoric acid C1(=CC=CC=C1)C=1C=CC=2N(C3=CC=C(C=C3C2C1)C1=CC=CC=C1)CCCCOP(O)(O)=O